Cl.N1(CCNCC1)C=1N=CC(=C2C1NC=C2)C(F)(F)F 7-(piperazine-1-yl)-4-(trifluoromethyl)-1H-pyrrolo[2,3-c]pyridine hydrochloride